FC1=C(OC2CCN(CC2)C=2N=C3C(=NC2C2=NC(=CC=C2)C=2C=NNC2)CN(CC3)C(C)=O)C=CC(=C1)F {2-[4-(2,4-difluorophenoxy)piperidin-1-yl]-3-[6-(1H-pyrazol-4-yl)pyridin-2-yl]-5H,6H,7H,8H-pyrido[3,4-b]pyrazin-6-yl}ethan-1-one